1-(2-hydroxyethyl)-3,3-dimethyl-3H-indol OCCN1CC(C2=CC=CC=C12)(C)C